C(C)OCCOCCOCCN1C(C2=CC=CC=C2C1=O)=O 2-(2-(2-(2-ethoxyethoxy)ethoxy)ethyl)isoindoline-1,3-dione